C(CCCCCCC\C=C/CCCCCCCC)(=O)C(O)[C@H](N)[C@H](O)[C@H](O)CCCCCCCCCCCCCC oleoyl-phytosphingosine